ClC=1C(=NC=CC1)C(=O)NCC1(CC1)F 3-chloro-N-[(fluorocyclopropyl)methyl]pyridine-2-carboxamide